C(CCCCO)CCCC(=O)O The molecule is an omega-hydroxy fatty acid that is nonanoic acid in which one of the hydrogens of the terminal methyl group is replaced by a hydroxy group. It is an omega-hydroxy fatty acid, a medium-chain fatty acid and a straight-chain fatty acid. It derives from a nonanoic acid.